S(=O)(=O)(O)O.P(=O)(O)(O)C1=NC(=C2NC=NC2=N1)N phosphoadenine sulfate